ClC1=C(OCC=2C(=C(C=CC2)CC2CCN(CC2)CC2=NC3=C(N2C[C@H]2OCC2)C=C(C=C3)C(=O)O)F)C=CC(=C1)Cl 2-{[4-({3-[(2,4-dichlorophenoxy)methyl]-2-fluorophenyl}methyl)piperidin-1-yl]methyl}-1-{[(2S)-oxetan-2-yl]methyl}-1H-1,3-benzodiazole-6-carboxylic acid